(4aR,10aR)-7-((tert-butoxycarbonyl)oxy)-1-propyl-1,2,3,4,4a,5,10,10a-octahydrobenzo[g]quinolin-6-yl acetate C(C)(=O)OC1=C(C=CC2=C1C[C@H]1CCCN([C@@H]1C2)CCC)OC(=O)OC(C)(C)C